tert-Butyl 3-(2-(tert-butoxycarbonyl)hex-5-en-1-yl)benzoate C(C)(C)(C)OC(=O)C(CC=1C=C(C(=O)OC(C)(C)C)C=CC1)CCC=C